4-(9H-carbazol-9-yl)isophthalonitrile C1=CC=CC=2C3=CC=CC=C3N(C12)C1=C(C=C(C#N)C=C1)C#N